C(#N)C1=CC=C2CN(C(C2=C1)=O)C(C)C1=C2C=CN(C2=C(C=C1OC)C)C(=O)OC(C)(C)C tert-butyl 4-(1-(6-cyano-1-oxoisoindolin-2-yl)ethyl)-5-methoxy-7-methyl-1H-indole-1-carboxylate